FC=1C=CC=C2C(=NNC12)C(=O)NC=1C=NN(C1)CCO 7-fluoro-N-(1-(2-hydroxyethyl)-1H-pyrazol-4-yl)-1H-indazole-3-carboxamide